acryloyloxyheptyl dihydrogenphosphate P(=O)(O)(O)OCCCCCCCOC(C=C)=O